vinyl-tetrolic acid C(=C)CC#CC(=O)O